carbamic acid tert-butyl ester bromide [Br-].C(C)(C)(C)OC(N)=O